4-(3-((2-((2-ethyl-4-(4-methyl-1,4-diazepan-1-yl)phenyl)amino)-5-(trifluoromethyl)pyrimidin-4-yl)amino)propyl)-1,4-oxazepan-3-one C(C)C1=C(C=CC(=C1)N1CCN(CCC1)C)NC1=NC=C(C(=N1)NCCCN1C(COCCC1)=O)C(F)(F)F